(S)-1-(difluoromethyl)-N-(3-(1-((3-methyl-1H-pyrazolo[3,4-b]pyrazin-5-yl)amino)ethyl)phenyl)-1H-pyrazole-4-carboxamide FC(N1N=CC(=C1)C(=O)NC1=CC(=CC=C1)[C@H](C)NC=1N=C2C(=NC1)NN=C2C)F